N-(9-fluorenylmethoxycarbonyl)oxy-succinimide C1=CC=CC=2C3=CC=CC=C3C(C12)COC(=O)ON1C(CCC1=O)=O